C(C)[C@@H]1[C@H](NC([C@@H]1F)=O)COC1=NC=CC2=CC(=C(C=C12)OC)C(=O)N 1-{[(2s,3r,4r)-3-ethyl-4-fluoro-5-oxopyrrolidin-2-yl]methoxy}-7-methoxyisoquinoline-6-carboxamide